C(C)(C)(C)OC(=O)N1C=CC2=CC=CC=C12 1-(tert-butoxycarbonyl)-1H-indole